CC1CN(CC(O1)C)C1=C2C=NC=NC2=C(C=C1)C#N 5-(2,6-dimethyl-morpholin-4-yl)-quinazoline-8-carbonitrile